FC1=CC=C(C=C1)N1N=CC2=C1C=C1CCN(C[C@]1(C2)C(=O)C2=NC=NN2C)C(=O)OC(C)(C)C (R)-tert-butyl 1-(4-fluorophenyl)-4a-(1-methyl-1H-1,2,4-triazole-5-carbonyl)-4a,5,7,8-tetrahydro-1H-pyrazolo[3,4-g]isoquinoline-6(4H)-carboxylate